(3,5-dibromo-4-hydroxyphenyl)(2-(1-hydroxyethyl)benzofuran-3-yl-4,5,6,7-d)methanone BrC=1C=C(C=C(C1O)Br)C(=O)C1=C(OC2=C1C(=C(C(=C2[2H])[2H])[2H])[2H])C(C)O